CN(CCN(C1=NC=C(C(=N1)C#C[Si](C(C)C)(C(C)C)C(C)C)C(=O)O)C)C 2-((2-(Dimethylamino)ethyl)(methyl)amino)-4-((triisopropylsilyl)ethynyl)pyrimidine-5-carboxylic acid